(1-methyl-3-butenyl)vinyl ether CC(CC=C)OC=C